C(#N)C=1C=C(C=CC1)C[C@@H](C=1SC2=C(N1)C=CC(=C2)C(F)(F)F)NS(=O)(=O)C2=CC=CC=C2 N-[(1S)-2-(3-cyanophenyl)-1-[6-(trifluoromethyl)-1,3-benzothiazol-2-yl]ethyl]benzenesulfonamide